bicyclo[6.1.0]nonyne phosphoramidite P(O)(O)N.C12C#CCCCCC2C1